ClC1=CC=C(C=N1)C1=NC2=C(N1C(C(=O)NC1CCCCC1)C1CCCCC1)C=CC=C2 2-[2-(6-chloro-pyridin-3-yl)-benzimidazol-1-yl]-2,N-dicyclohexyl-acetamide